N-(4-AMINO-3,4-DIOXO-1-PHENYLBUTAN-2-YL)-3-CYCLOPENTYL-1-METHYL-1H-PYRAZOLE-4-CARBOXAMIDE NC(C(C(CC1=CC=CC=C1)NC(=O)C=1C(=NN(C1)C)C1CCCC1)=O)=O